(E)-2-cyclohexyl-5-(2,6-difluorostyryl)-1,3-dimethoxybenzene C1(CCCCC1)C1=C(C=C(C=C1OC)\C=C\C1=C(C=CC=C1F)F)OC